N(C1=CC=CC=C1)C1=C(NC2=C1C(N(C=C2C)C)=O)C2=CC(=NC=C2)NC(C(=C)C2=CC=C(C=C2)F)=O (2S)-N-[4-(3-anilino-5,7-dimethyl-4-oxo-4,5-dihydro-1H-pyrrolo[3,2-c]pyridin-2-yl)pyridin-2-yl]-2-(4-fluorophenyl)propenamide